N,N-dimethyl-4-{6-[(1-methylcyclopropyl)sulfamoyl]-2,4-dioxo-1,3-dihydroquinazolin-8-yl}piperazine-1-carboxamide CN(C(=O)N1CCN(CC1)C=1C=C(C=C2C(NC(NC12)=O)=O)S(NC1(CC1)C)(=O)=O)C